(S)-N-(3-chloro-4-fluorophenyl)-1-(5-(2-cyanopyridin-3-yl)-1H-pyrrole-2-carbonyl)pyrrolidine-3-carboxamide ClC=1C=C(C=CC1F)NC(=O)[C@@H]1CN(CC1)C(=O)C=1NC(=CC1)C=1C(=NC=CC1)C#N